tert-butyl 3-(2-(4-((3R,5R)-5-((6-bromo-5-oxo-5H-thiazolo[3,2-a]pyrimidin-7-yl)amino)-1-methylpiperidin-3-yl)phenoxy)ethyl)azetidine-1-carboxylate BrC1=C(N=C2N(C1=O)C=CS2)N[C@@H]2C[C@@H](CN(C2)C)C2=CC=C(OCCC1CN(C1)C(=O)OC(C)(C)C)C=C2